C(C)OC(CC(C)C)=O.O[C@H]1C[C@H](NC1)C(=O)N(C=1C=C(C=CC1)C)C (2s,4s)-4-hydroxy-N-methyl-N-(M-tolyl)pyrrolidine-2-carboxamide ethyl-isovalerate